(4-(3-Bromo-5,6-dihydroimidazo[2,1-a][2,7]naphthyridin-2-yl)phenyl)methanol BrC1=C(N=C2N1CCC1=CC=NC=C21)C2=CC=C(C=C2)CO